(E)-2-{[(1-hydroxy-2-methylpropan-2-yl)imino]methyl}-4-iodophenol OCC(C)(C)\N=C\C1=C(C=CC(=C1)I)O